bis(3,5-bis(trifluoromethyl) phenyl) borate B(OC1=CC(=CC(=C1)C(F)(F)F)C(F)(F)F)(OC1=CC(=CC(=C1)C(F)(F)F)C(F)(F)F)[O-]